C12(CC3CC(CC(C1)C3)C2)CN2N=CC(=C2C)C2=C(C=3N(C=C2)C(=CN3)C=3C=NC(=CC3)N)C(=O)OC methyl 7-(1-(adamantan-1-ylmethyl)-5-methyl-1H-pyrazol-4-yl)-3-(6-aminopyridin-3-yl)imidazo[1,2-a]pyridine-8-carboxylate